2,4-diamino-6-(3,5-difluorophenyl)-1,3,5-triazine NC1=NC(=NC(=N1)N)C1=CC(=CC(=C1)F)F